FC(OC1=CC=C(OC2=CC=C(C=N2)S(=O)(=O)N2[C@H]([C@@H]3CC[C@H](C2)N3C(=O)OCCOC)C(NOC3OCCCC3)=O)C=C1)F 2-methoxyethyl (1S,2R,5R)-3-((6-(4-(difluoromethoxy)phenoxy)pyridin-3-yl)sulfonyl)-2-(((tetrahydro-2H-pyran-2-yl)oxy)carbamoyl)-3,8-diazabicyclo[3.2.1]octane-8-carboxylate